tert-butyl (2-phenoxybenzoyl)glycinate O(C1=CC=CC=C1)C1=C(C(=O)NCC(=O)OC(C)(C)C)C=CC=C1